ClC=1C=CC(=C(C1)C(C(=O)OC)(C)C)CN1[C@@](C2=C(C=C(C=C2C1=O)[C@](CC)(C1CCOCC1)O)F)(OC)C1=CC=C(C=C1)Cl methyl 2-(5-chloro-2-(((R)-1-(4-chlorophenyl)-7-fluoro-5-((S)-1-hydroxy-1-(tetrahydro-2H-pyran-4-yl) propyl)-1-methoxy-3-oxoisoindolin-2-yl) methyl) phenyl)-2-methylpropionate